(S)-(1,3-Dimethyl-azetidin-3-yl)-(3-pyrrolidin-1-yl-phenyl)-(4-trifluoromethoxy-phenyl)-methanol CN1CC(C1)(C)[C@](O)(C1=CC=C(C=C1)OC(F)(F)F)C1=CC(=CC=C1)N1CCCC1